O1-benzyl O2-ethyl 3-oxopyrrolidine-1,2-dicarboxylate O=C1C(N(CC1)C(=O)OCC1=CC=CC=C1)C(=O)OCC